N-(4-fluorophenyl)-6-(2-tetrahydropyran-3-ylethynyl)-1H-indazol-5-amine FC1=CC=C(C=C1)NC=1C=C2C=NNC2=CC1C#CC1COCCC1